FC=1C=NC=CC1N1[C@H]2CN(C[C@@H]1CC2)C(COCC2=CC=CC=1N2C=CN1)=O 1-((1R,5S)-8-(3-fluoropyridin-4-yl)-3,8-diazabicyclo[3.2.1]octan-3-yl)-2-(imidazo[1,2-a]pyridin-5-ylmethoxy)ethan-1-one